CCCCCCCCCCCCCCCCCCCCCC(=O)CC(=O)SCCNC(=O)CCNC(=O)[C@@H](C(C)(C)COP(=O)([O-])OP(=O)([O-])OC[C@@H]1[C@H]([C@H]([C@@H](O1)N2C=NC3=C(N=CN=C32)N)O)OP(=O)([O-])[O-])O The molecule is a 3-oxo-fatty acyl-CoA(4-) arising from deprotonation of the phosphate and diphosphate functions of 3-oxotetracosanoyl-CoA. It is a 3-oxo-fatty acyl-CoA(4-) and an 11,12-saturated fatty acyl-CoA(4-). It is a conjugate base of a 3-oxotetracosanoyl-CoA.